2-((1S,4r)-4-((S)-2-Hydroxy-N-methylpropanamido)cyclohexyl)-N-(imidazo[1,2-b]pyridazin-3-yl)-6-methoxy-2H-indazole-5-carboxamide O[C@H](C(=O)N(C)C1CCC(CC1)N1N=C2C=C(C(=CC2=C1)C(=O)NC1=CN=C2N1N=CC=C2)OC)C